O1CCOC2=C1C=CC=C2C2=CC=C(C(=N2)OC)NC2=CC=C(C=C2)CNCC2CCNCC2 [6-(2,3-Dihydro-benzo[1,4]dioxin-5-yl)-2-methoxy-pyridin-3-yl]-(4-{[(piperidin-4-ylmethyl)-amino]-methyl}-phenyl)-amine